1,1-bis(4-methylphenyl)-2-propen-1-ol CC1=CC=C(C=C1)C(C=C)(O)C1=CC=C(C=C1)C